4-[3-(cyanomethyl)-3-(3',5'-dimethyl-1H,1'H-4,4'-bipyrazol-1-yl)azetidin-1-yl]-2,5-difluoro-N-[(1S)-2,2,2-trifluoro-1-methylethyl]benzamide C(#N)CC1(CN(C1)C1=CC(=C(C(=O)N[C@H](C(F)(F)F)C)C=C1F)F)N1N=CC(=C1)C=1C(=NNC1C)C